C1(=C(C=CC=C1)N)C tolylazane